(2E,6Z)-nonadienol CC/C=C\CC/C=C/CO